6-(5-cyclopropyl-6-methoxypyrazolo[1,5-a]pyrimidin-3-yl)-N-((3S,4S)-4-fluoropyrrolidin-3-yl)pyrazin-2-amine C1(CC1)C1=NC=2N(C=C1OC)N=CC2C2=CN=CC(=N2)N[C@H]2CNC[C@@H]2F